2-((2S)-4-(5-(8-chloronaphthalen-1-yl)-8-((1-methylpiperidin-3-yl)oxy)-3,4-dihydro-2H-pyrano[2,3-f]quinazolin-10-yl)-1-(2-fluoroacryloyl)piperazin-2-yl)acetonitrile ClC=1C=CC=C2C=CC=C(C12)C1=C2C(=C3C(=NC(=NC3=C1)OC1CN(CCC1)C)N1C[C@@H](N(CC1)C(C(=C)F)=O)CC#N)OCCC2